ClC=1C=C(C(=NC1)OC(C)C)B(O)O 5-CHLORO-2-ISOPROPOXYPYRIDINE-3-BORONIC ACID